2-Chloro-1,1-difluoroethane ClCC(F)F